C(C=C)(=O)NC1=C(C=CC=C1)[C@@H]1CCNC=2N1N=C(C2C(=O)N)C2=CC(=C(C=C2)C)OC |o1:11| (S or R)-7-(2-acrylamidophenyl)-2-(3-methoxy-4-methylphenyl)-4,5,6,7-tetrahydropyrazolo[1,5-a]pyrimidine-3-carboxamide